6-bromo-7-methoxy-4-(5-methyl-3-phenyl-1H-pyrazol-1-yl)quinazoline BrC=1C=C2C(=NC=NC2=CC1OC)N1N=C(C=C1C)C1=CC=CC=C1